C(CCC)[Sn](CCCC)(CCCC)COC1C(CCCC1)N 2-((tributylstannyl)methoxy)cyclohexane-1-amine